N-[1-[2-(5-fluoro-2-pyridyl)-1,2,4-triazol-3-yl]ethyl]-6,8-bis(trifluoromethyl)quinazolin-4-amine FC=1C=CC(=NC1)N1N=CN=C1C(C)NC1=NC=NC2=C(C=C(C=C12)C(F)(F)F)C(F)(F)F